1-methyl-4-(prop-1-en-2-yl)-1H-imidazo[4,5-c]pyridine CN1C=NC=2C(=NC=CC21)C(=C)C